3-(2-Chloropyrimidin-5-yl)-1-phenylprop-2-en-1-one ClC1=NC=C(C=N1)C=CC(=O)C1=CC=CC=C1